N-(3,4-Dichlorophenyl)-N1-(4-ethylphenyl)-6-morpholin-4-yl-[1,3,5]triazine-2,4-diamine ClC=1C=C(C=CC1Cl)NC1N(C(=NC(=N1)N)N1CCOCC1)C1=CC=C(C=C1)CC